C(C)(C)(C)OOC(C)(C)C1=C(C=CC=C1)C(C)(C)OOC(C)(C)C bis(tertiary butyl-peroxyisopropyl)benzene